{6-[({[(Z)-(1-methyl-1H-tetrazol-5-yl)(phenyl)methylene]amino}oxy)methyl]pyridin-2-yl}carbamate CN1N=NN=C1\C(\C1=CC=CC=C1)=N/OCC1=CC=CC(=N1)NC([O-])=O